C(C=C)(=O)OC(C(C(C(C(C(C(C(C(C(C(F)(F)F)(F)F)(F)F)(F)F)(F)F)(F)F)(F)F)(F)F)(F)F)(F)F)(F)F perfluoroundecyl acrylate